tert-butyl (3S)-4-[7-(3,3-difluorocyclohexyl)-5-iodo-7H-pyrrolo[2,3-d]pyrimidin-4-yl]-3-methylpiperazine-1-carboxylate FC1(CC(CCC1)N1C=C(C2=C1N=CN=C2N2[C@H](CN(CC2)C(=O)OC(C)(C)C)C)I)F